methyl 2-(4-(4-(2-(5-amino-8-(prop-1-yn-1-yl)-3H-[1,2,4]triazolo[5,1-i]purin-3-yl)ethyl)piperazin-1-yl)-3-fluorophenoxy)-2-methylpropanoate NC=1N2C(C=3N=CN(C3N1)CCN1CCN(CC1)C1=C(C=C(OC(C(=O)OC)(C)C)C=C1)F)=NC(=N2)C#CC